N-((1s,4s)-1'-(3-((4,4-difluoropiperidin-1-yl)sulfonyl)benzoyl)-4-methylspiro[cyclohexane-1,3'-indolin]-5'-yl)methanesulfonamide FC1(CCN(CC1)S(=O)(=O)C=1C=C(C(=O)N2CC3(C4=CC(=CC=C24)NS(=O)(=O)C)CCC(CC3)C)C=CC1)F